FC1=CC(=C(OC=2C(=NC=NC2)N2CC3(CCN(C3)CC3=CC4=C(NC(N4)=O)C=C3)CC2)C=C1)C(=O)N1CCCC1 5-((7-(5-(4-fluoro-2-(pyrrolidine-1-carbonyl)phenoxy)pyrimidin-4-yl)-2,7-diazaspiro[4.4]nonan-2-yl)methyl)-1,3-dihydro-2H-benzo[d]imidazol-2-one